(4-(3,5-difluoro-2-(trifluoromethyl)phenyl)piperidin-1-yl)(5-(oxetan-3-yl)-4,5,6,7-tetrahydro-1H-pyrazolo[4,3-c]pyridin-3-yl)methanone traumatate C(\C=C\CCCCCCCCC(=O)O)(=O)O.FC=1C(=C(C=C(C1)F)C1CCN(CC1)C(=O)C1=NNC2=C1CN(CC2)C2COC2)C(F)(F)F